NC(C(=O)OC1=CC=C(C=C1)OC)CC(C1=CC=CC=C1)C1=CC=CC=C1 (4-methoxyphenyl) amino-4,4-diphenylbutyrate